F[C@@H]1C[C@@]2(CCCN2C1)COC=1N=CC2=C(N1)C(=C(N=C2NCCC=2C=C(C=CC2)C(CO)O)C2=CC=CC1=CC=C(C(=C21)C#C)F)F 1-(3-{2-[(2-{[(2R,7aS)-2-fluoro-hexahydropyrrolizin-7a-yl]methoxy}-7-(8-ethynyl-7-fluoronaphthalen-1-yl)-8-fluoropyrido[4,3-d]pyrimidin-5-yl)amino]ethyl}phenyl)ethane-1,2-diol